N-[3-chloro-2-fluoro-4-[(1-fluorocyclopropyl)methoxy]phenyl]-6-[(3S)-pyrrolidin-3-yl]oxy-pyrido[3,2-d]pyrimidin-4-amine ClC=1C(=C(C=CC1OCC1(CC1)F)NC=1C2=C(N=CN1)C=CC(=N2)O[C@@H]2CNCC2)F